4-4H,5H,6H,7H-pyrazolo[1,5-a]pyrazin-3-yl-1,3-thiazole dihydrochloride Cl.Cl.N1=CC(=C2N1CCNC2)C=2N=CSC2